N,1-dimethyl-4-vinyl-pyrazole-3-carboxamide CNC(=O)C1=NN(C=C1C=C)C